2-(4,5-dihydro-1H-naphtho[1,2-d]imidazol-2-yl)pyrrolidine-1-carboxylic acid tert-butyl ester C(C)(C)(C)OC(=O)N1C(CCC1)C1=NC2=C(N1)C1=CC=CC=C1CC2